COC1=CC=CC(=N1)[C@@H]([C@H]1CNC2=C(N1)N=CC=C2)NCCC2=CC=C(C#N)C=C2 4-(2-(((R)-(6-methoxypyridin-2-yl)((R)-1,2,3,4-tetrahydropyrido[2,3-b]pyrazin-3-yl)methyl)amino)ethyl)benzonitrile